C1(C=CC=C1)[Ti](C1=C(C(=CC=C1F)N(CCCCC)C(C(CC)(C)C)=O)F)(C1=C(C(=CC=C1F)N(CCCCC)C(C(CC)(C)C)=O)F)C1C=CC=C1 bis(cyclopentadienyl)bis[2,6-difluoro-3-(N-pentyl-(2,2-dimethylbutyryl)amino)phenyl]titanium